(3r,5r,7r)-1-adamantanecarboxylic acid C12(CC3CC(CC(C1)C3)C2)C(=O)O